4,5-di(acetoxyl)-9,10-anthraquinone-2-carboxylic acid O(C(=O)C)C1=CC(=CC=2C(C3=CC=CC(=C3C(C12)=O)OC(=O)C)=O)C(=O)O